3-(1-acryloyl-1,2,3,6-tetrahydropyridin-4-yl)-N-(1-cyanocyclopropyl)-8-(4-isobutyrylpiperazin-1-yl)imidazo[1,2-a]pyridine-6-sulfonamide C(C=C)(=O)N1CCC(=CC1)C1=CN=C2N1C=C(C=C2N2CCN(CC2)C(C(C)C)=O)S(=O)(=O)NC2(CC2)C#N